NC=1C=2N(C=CN1)C(=NC2Br)C2CC(CC2)C(C(=O)OC)(C)C Methyl 2-(3-(8-amino-1-bromoimidazo[1,5-a]pyrazin-3-yl)cyclopentyl)-2-methylpropanoate